5-(1,5-dimethyl-6-oxo-1,6-dihydropyridin-3-yl)-1-(3-fluoro-4-hydroxybenzoyl)-3-methyl-1,3-dihydro-2H-benzo[d]imidazol-2-one CN1C=C(C=C(C1=O)C)C1=CC2=C(N(C(N2C)=O)C(C2=CC(=C(C=C2)O)F)=O)C=C1